FC(CNC(=O)C1=CN=C2N1C=C(C=C2)C2=CNC1=NC=C(C=C12)C=1C=NC(=CC1)N1CCN(CC1)C)F N-(2,2-difluoroethyl)-6-(5-(6-(4-methylpiperazin-1-yl)pyridin-3-yl)-1H-pyrrolo[2,3-b]pyridin-3-yl)imidazo[1,2-a]pyridine-3-carboxamide